5-(4-((4-(4-chlorophenyl)-6,6-dimethyl-5,6-dihydro-2H-pyran-3-yl)methyl)piperazine-1-carbonyl)-2-(2,6-dioxopiperidin-3-yl)isoindoline-1,3-dione ClC1=CC=C(C=C1)C1=C(COC(C1)(C)C)CN1CCN(CC1)C(=O)C=1C=C2C(N(C(C2=CC1)=O)C1C(NC(CC1)=O)=O)=O